{1-[(3,3-Difluorocyclobutyl)methyl]-1H-pyrazol-4-yl}-8-(2,2-dimethyl-2,5-dihydrofuran-3-yl)-7-[(2-methyl-1H-1,3-benzodiazol-6-yl)oxy]quinoxaline FC1(CC(C1)CN1N=CC(=C1)C1=NC2=C(C(=CC=C2N=C1)OC=1C=CC2=C(NC(=N2)C)C1)C=1C(OCC1)(C)C)F